t-butyl [4-(3'-cyano-4'-hydroxy[1,1'-biphenyl]-4-yl)-2,3,9-trimethyl-6H-thieno[3,2-f][1,2,4]triazolo[4,3-a][1,4]diazepin-6-yl]carbamate C(#N)C=1C=C(C=CC1O)C1=CC=C(C=C1)C1=NC(C=2N(C3=C1C(=C(S3)C)C)C(=NN2)C)NC(OC(C)(C)C)=O